cyclopentyl 4-nitrophenyl carbonate C(OC1CCCC1)(OC1=CC=C(C=C1)[N+](=O)[O-])=O